C(C1=CC=CC=C1)OC1=C(C(=C(C(=O)NNC2=CC=C(C=C2)N2CCC(CC2)(C)C)C=C1F)I)F 4-(Benzyloxy)-N'-(4-(4,4-dimethylpiperidin-1-yl)phenyl)-3,5-difluoro-2-iodobenzohydrazide